N-((6S,7S)-5-((S)-2-cyanooxetane-2-carbonyl)-6-((2,3',5'-trifluoro-[1,1'-biphenyl]-3-yl)methyl)-5-azaspiro[2.4]heptan-7-yl)-1,1-difluoromethanesulfonamide C(#N)[C@]1(OCC1)C(=O)N1CC2(CC2)[C@@H]([C@@H]1CC=1C(=C(C=CC1)C1=CC(=CC(=C1)F)F)F)NS(=O)(=O)C(F)F